ClC1=C(C(=NN1)C)NC(C1=C(C=C(C(=C1)F)C=1SC(=C(N1)C(C)(C)O)C(F)(F)F)O[C@H](C(F)(F)F)C)=O (S)-N-(5-Chloro-3-methyl-1H-pyrazol-4-yl)-5-fluoro-4-(4-(2-hydroxypropan-2-yl)-5-(trifluoromethyl)thiazol-2-yl)-2-((1,1,1-trifluoropropan-2-yl)oxy)benzamide